6β-bromoandrostenone Br[C@@H]1C[C@H]2[C@@H]3CC=C[C@@]3(C)CC[C@@H]2[C@]2(CCC(C[C@H]12)=O)C